(7-methyl-4-morpholino-2-(3-(m-tolyl)-1H-pyrazol-1-yl)thieno[3,2-d]pyrimidin-6-yl)(4-methylpiperazin-1-yl)methanone CC1=C(SC2=C1N=C(N=C2N2CCOCC2)N2N=C(C=C2)C=2C=C(C=CC2)C)C(=O)N2CCN(CC2)C